C(C)(C)OC1=C(C=CC=C1C(C)C)C(C)C 2-isopropoxy-1,3-diisopropylbenzene